FC1=CC=C(C=C1)C1=NC(=NO1)[C@H](C)NC(C1=NC=CC(=C1O)OC)=O (S)-N-(1-(5-(4-fluorophenyl)-1,2,4-oxadiazol-3-yl)ethyl)-3-hydroxy-4-methoxypicolinamide